N-methylethylamino-cyclohexyl-methyl-amino-silane CN[Si](C)(C1CCCCC1)NCC